3-1-menthoxy-propane-1,2-diol C1(CCC(CC1)C(C)C)(C)OCC(CO)O